FC1=CC=C(C=C1)C=1C=C2CCC(C2=CC1)NC(O[C@@H]1CN2CCC1CC2)=O (S)-quinuclidin-3-yl (5-(4-fluorophenyl)-2,3-dihydro-1H-inden-1-yl)carbamate